C(C1=CC=CC=C1)N(C(=O)C1=C(N=C(S1)C1=C(C(=C(C(=C1)F)F)O)F)C)C1=CC=CC=C1 N-benzyl-4-methyl-N-phenyl-2-(2,4,5-trifluoro-3-hydroxyphenyl)thiazole-5-carboxamide